2-[3-(triphenylen-2-yl)-1,1'-biphenyl-3-yl]-4,6-diphenyl-1,3,5-triazine C1=C(C=CC=2C3=CC=CC=C3C3=CC=CC=C3C12)C1(CC(=CC=C1)C1=CC=CC=C1)C1=NC(=NC(=N1)C1=CC=CC=C1)C1=CC=CC=C1